2,2-difluoro-3-((7-methyl-6-nitroquinolin-4-yl)oxy)propan-1-amine trifluoroacetate FC(C(=O)O)(F)F.FC(CN)(COC1=CC=NC2=CC(=C(C=C12)[N+](=O)[O-])C)F